FC(N1C(N(C2=NC=C(C=C21)[N+](=O)[O-])C)=O)F 1-difluoromethyl-3-methyl-6-nitro-1H-imidazo[4,5-b]pyridin-2(3H)-one